F[B-](F)(F)F.CN(C(=O)N(C)C)C N,N,N',N'-tetramethylurea tetrafluoroborate